C1(=CC=CC=C1)N1C(=O)C2C3C=CC(C2C1=O)C3 N-phenyl(5-norbornene-2,3-dicarboximide)